ClC=1C=C(C=CC1)NC1C(C(NC2=CC=CC=C12)=O)(C)C 4-((3-Chlorophenyl)amino)-3,3-dimethyl-3,4-dihydroquinolin-2(1H)-one